ClC1=C(C=CC=C1)C=1N(C(=C(N1)C)C(=O)OCC)O ethyl 2-(2-chlorophenyl)-1-hydroxy-4-methyl-1H-imidazole-5-carboxylate